4-((3-oxo-3-(4-(5-(trifluoromethyl)pyrimidin-2-yl)piperazin-1-yl)propoxy)methyl)phthalazin-1(2H)-one O=C(CCOCC1=NNC(C2=CC=CC=C12)=O)N1CCN(CC1)C1=NC=C(C=N1)C(F)(F)F